tert-butyl (R)-(1-(3-bromoquinoxalin-2-yl)-2-(3,5-difluorophenyl)ethyl)carbamate BrC=1C(=NC2=CC=CC=C2N1)[C@@H](CC1=CC(=CC(=C1)F)F)NC(OC(C)(C)C)=O